C1(=CC=CC=2C3=CC=CC=C3CC12)COC(=O)N[C@@H](CCC(NC(C1=CC=CC=C1)(C1=CC=CC=C1)C1=CC=CC=C1)=O)C(=O)O N-fluorenylmethyloxycarbonyl-N'-trityl-L-glutamine